2-imino-N'-(4-(4-methyl-6-oxo-1,4,5,6-tetrahydropyridazin-3-yl)phenyl)-2-(piperazin-1-yl)acetohydrazonoyl cyanide N=C(C(=NNC1=CC=C(C=C1)C1=NNC(CC1C)=O)C#N)N1CCNCC1